C(C1=CC=CC=C1)N1C(C2=CC(=C(C(=C2CC1)Cl)C(=O)OC)Cl)=O methyl 2-benzyl-5,7-dichloro-1-oxo-1,2,3,4-tetrahydroisoquinoline-6-carboxylate